CC1(COC1)NC(C(=O)[O-])=O.[Na+] sodium 2-((3-Methyloxetan-3-yl) amino)-2-oxoacetate